ClC1=CC=C(C=C1)N1C(=NC(=C1)C1=CC=CC=C1)S 1-(4-chlorophenyl)-4-phenyl-1H-imidazole-2-thiol